O1C(=NC2=C1C=CC=C2)C=2N=C(N(C(C2O)=O)C)N2CC1=CC=CC=C1C2C2=CC=CC=C2 2-[4-(1,3-benzoxazol-2-yl)-5-hydroxy-1-methyl-6-oxopyrimidin-2-yl]-3-phenyl-1,3-dihydroisoindole